1-(2-aminothiazolo[5,4-d]pyrimidin-5-yl)piperidin-4-ol NC=1SC=2N=C(N=CC2N1)N1CCC(CC1)O